FC1=C(C=C(C=C1)I)F 1,2-Difluoro-4-iodobenzol